BrC1=CC=C(C2=C1CCO2)[N+](=O)[O-] 4-bromo-7-nitro-2,3-dihydrobenzofuran